The molecule is a linear pentasaccharide derivative consisting of an alpha-D-mannose residue, a 6-O-[(2-aminoethoxy)(hydroxy)phosphoryl-alpha-D-mannose residue, two further alpha-D-mannose residues and one beta-D-glucosamine residue, linked sequentially (1->2), (1->2), (1->6) and (1->4), with the glucosamine residue linked glycosidically to a 6-sulfanylhexyl group. It is a glycoside and a pentasaccharide derivative. C(CCCS)CCO[C@H]1[C@@H]([C@H]([C@@H]([C@H](O1)CO)O[C@@H]2[C@H]([C@H]([C@@H]([C@H](O2)CO[C@@H]3[C@H]([C@H]([C@@H]([C@H](O3)CO)O)O)O[C@@H]4[C@H]([C@H]([C@@H]([C@H](O4)COP(=O)(O)OCCN)O)O)O[C@@H]5[C@H]([C@H]([C@@H]([C@H](O5)CO)O)O)O)O)O)O)O)N